6,6-dimethyl-3-((7-(2-methyl-3-(pyrrolidin-3-yloxy)-6-(trifluoromethyl)pyridin-4-yl)thieno[3,2-b]pyridin-2-yl)methyl)-3-azabicyclo[3.1.0]hexane-2,4-dione CC1(C2C(N(C(C12)=O)CC1=CC2=NC=CC(=C2S1)C1=C(C(=NC(=C1)C(F)(F)F)C)OC1CNCC1)=O)C